2-(4-bromo-1-ethyl-1H-pyrazol-3-yl)-5-fluoropyridine BrC=1C(=NN(C1)CC)C1=NC=C(C=C1)F